BrC1=C(OC=2C(NC(NC2)=S)=O)C=CC(=C1)F 5-(2-bromo-4-fluorophenoxy)-2-thioxo-2,3-dihydropyrimidin-4(1H)-one